Methyl-cinnamic acid CC(C(=O)O)=CC1=CC=CC=C1